2-chloro-N-((1-(methylamino)cyclopropyl)methyl)pyridine-3-sulfonamide ClC1=NC=CC=C1S(=O)(=O)NCC1(CC1)NC